(Z)-3-(dimethylamino)-1-(2-fluoro-5-methylphenyl)-2-(trifluoromethyl)prop-2-en-1-one N-lauryl-D,L-aspartate C(CCCCCCCCCCC)N[C@@H](CC(=O)O)C(=O)O.CN(\C=C(\C(=O)C1=C(C=CC(=C1)C)F)/C(F)(F)F)C |r|